OCC1=CC=C(C=C1)NC(=O)[C@H](CCCNC(=O)N)NC(=O)[C@H](C(C)C)NC(OCC1=CC=CC=C1)=O benzyl N-[(1S)-1-[[(1S)-1-[[4-(hydroxymethyl)phenyl] carbamoyl]-4-ureido butyl]carbamoyl]-2-methyl propyl]carbamate